ClC1=C(OC=2C3=C(N=CN2)CNC(C3)C)C=CC(=C1)F 4-(2-chloro-4-fluorophenoxy)-6-methyl-5H,6H,7H,8H-pyrido[3,4-d]pyrimidine